[Si](C)(C)(C(C)(C)C)OCC1CCC(CC1)C(=O)O 4-[[tert-butyl(dimethyl)silyl]oxymethyl]cyclohexanecarboxylic acid